C(C)N(C1=C(C(=NC=N1)NC[C@]1([C@@H](CN(CC1)CC(=O)N)O)O)F)CC1=CC=C(C=C1)C(F)(F)F |o1:11,12| rel-2-((3R,4R)-4-(((6-(ethyl(4-(trifluoromethyl)benzyl)amino)-5-fluoropyrimidin-4-yl)amino)methyl)-3,4-dihydroxypiperidin-1-yl)acetamide